FC1(OC2=C(O1)C=CC(=C2)CN2CCNCC2)F 1-((2,2-difluorobenzo[d][1,3]dioxolan-5-yl)methyl)piperazine